C1(=CC=CC=C1)S(=O)(=O)N1C=C(C=2C1=NC(=CC2)C(F)F)S(=O)(=O)Cl 1-(benzenesulfonyl)-6-(difluoromethyl)pyrrolo[2,3-b]pyridine-3-sulfonyl chloride